8-sulfonyl-2-aminobenzodiazepine S(=O)(=O)=C1C=C2C(=CC=CN(N2)N)C=C1